C(=O)O.NC=1C(=NC(=C(N1)F)C1=CC=C(C=C1)[C@@]12CN(C[C@H]2C1)C(C)C)C=1C=C2CCNC(C2=C(C1)F)=O 6-(3-amino-5-fluoro-6-(4-((1R,5S)-3-isopropyl-3-azabicyclo[3.1.0]hexan-1-yl)phenyl)pyrazin-2-yl)-8-fluoro-3,4-dihydroisoquinolin-1(2H)-one formate